4-chlorobenzyl (4-((4-methyloxazole-5-carboxamido)meth-yl)phenyl)carbamate CC=1N=COC1C(=O)NCC1=CC=C(C=C1)NC(OCC1=CC=C(C=C1)Cl)=O